2-(4-(4-fluoropiperidin-1-yl)phenyl)-N-methylimidazo[1,2-a]pyridin-7-amine FC1CCN(CC1)C1=CC=C(C=C1)C=1N=C2N(C=CC(=C2)NC)C1